ClC1=C(C=CC=C1)C=1OC2=C(C(C1)=O)C(=CC(=C2[C@@H]2[C@@H](CN(CC2)C)O)O)O 2-(2-chlorophenyl)-5,7-dihydroxy-8-[(3S,4R)-3-hydroxy-1-methyl-4-piperidinyl]-4H-1-benzopyran-4-one